ClC1=CC=C(CC(C(=O)OCC)(CC)N(CCC(C)C)C(=O)OCC)C=C1 ethyl 2-(4-chlorobenzyl)-2-((ethoxy carbonyl)(isopentyl)amino)butanoate